C12OC(C(CC1)C2)=O 2-oxabicyclo[2.2.1]-heptan-3-one